4-chloro-2-[(furanylmethyl)amino]benzamide ClC1=CC(=C(C(=O)N)C=C1)NCC=1OC=CC1